N-(5-(4-((2-(3-ethylureido)pyridin-4-yl)methyl)piperazin-1-yl)-6-fluoropyridin-2-yl)acetamide C(C)NC(NC1=NC=CC(=C1)CN1CCN(CC1)C=1C=CC(=NC1F)NC(C)=O)=O